6-chloro-4-[(3R,4R)-4-(4-fluoroanilino)-3-methoxy-1-piperidyl]-1-methyl-2-oxo-1,5-naphthyridine-3-carbonitrile ClC=1N=C2C(=C(C(N(C2=CC1)C)=O)C#N)N1C[C@H]([C@@H](CC1)NC1=CC=C(C=C1)F)OC